4-bromo-2-(2,6-dioxopiperidin-3-yl)-3-oxoisoindoline-5-carboxamide BrC1=C2C(N(CC2=CC=C1C(=O)N)C1C(NC(CC1)=O)=O)=O